ruthenium phosphane P.[Ru]